(2R,3S,4R,5R)-5-(4-amino-7H-pyrrolo[2,3-d]pyrimidin-7-yl)-2-(4-chloro-2-(hydroxymethyl)benzyl)-3-methyltetrahydrofuran-3,4-diol NC=1C2=C(N=CN1)N(C=C2)[C@H]2[C@@H]([C@@]([C@H](O2)CC2=C(C=C(C=C2)Cl)CO)(O)C)O